2-chloro-N-[3-fluoro-5-(2-phenylethynyl)-2-pyridyl]-5-[(2-methylcyclopropanecarbonyl)amino]benzamide ClC1=C(C(=O)NC2=NC=C(C=C2F)C#CC2=CC=CC=C2)C=C(C=C1)NC(=O)C1C(C1)C